(1-(2-hydroxyethyl)-1H-pyrazol-4-yl)boronic acid OCCN1N=CC(=C1)B(O)O